FC(C1=NC(=NO1)C=1C=CC(=NC1)CNC=1NN=C2C=CC=CC12)(F)F N-({5-[5-(trifluoromethyl)-1,2,4-oxadiazol-3-yl]pyridin-2-yl}methyl)-2H-indazol-3-amine